methyl(diethoxyphosphoryl)methanesulfonate COS(=O)(=O)CP(=O)(OCC)OCC